N-{[3-(4-{[(3S,4R)-3-fluoro-1-methylpiperidin-4-yl]amino}-1-(2,2,2-trifluoroethyl)-1H-indol-2-yl)-1,2,4-oxadiazol-5-yl]methyl}-1-(2-methoxy-2-methylpropyl)-1H-pyrrole-3-carboxamide F[C@H]1CN(CC[C@H]1NC1=C2C=C(N(C2=CC=C1)CC(F)(F)F)C1=NOC(=N1)CNC(=O)C1=CN(C=C1)CC(C)(C)OC)C